3-(6-bromoimidazo[1,2-a]pyridin-2-yl)-5-thioxo-4,5-dihydro-1,2,4-triazol-1-ide BrC=1C=CC=2N(C1)C=C(N2)C2=N[N-]C(N2)=S